dimethyl-biphenol CC=1C(=C(C(=CC1)O)C=1C(=CC=CC1)O)C